N,N-Dimethylcarbamic Acid 3-[[[4-(aminomethyl)-1-(5-methyl-7H-pyrrolo[2,3-d]pyrimidin-4-yl)-4-piperidinyl]carbonyl]amino]phenylester NCC1(CCN(CC1)C=1C2=C(N=CN1)NC=C2C)C(=O)NC=2C=C(C=CC2)OC(N(C)C)=O